FC(C1(CCCC1)OCCNC1=C(NC=C1)C(=O)OCC)(F)F Ethyl 3-((2-((1-(trifluoromethyl) cyclopentyl) oxy) ethyl) amino)-1H-pyrrole-2-carboxylate